CC(=O)C1CCOCC1 (tetrahydro-2H-pyran-4-yl) methyl ketone